4-bromo-3-fluoro-2-{[(2S)-1,1,1-trifluoroprop-2-yl]oxy}benzoyl chloride BrC1=C(C(=C(C(=O)Cl)C=C1)O[C@H](C(F)(F)F)C)F